N=1SN=C2C1C=CC(=C2)CNC(=O)C2=NC=C(C=C2)NC2=NC=CC1=CC=C(C=C21)C#N N-(benzo[c][1,2,5]thiadiazol-5-ylmethyl)-5-((7-cyanoisoquinolin-1-yl)amino)pyridinecarboxamide